2-methyl-N-(1-(2-methyl-7-(1-methyl-1H-pyrazol-4-yl)quinolin-5-yl)cyclopropyl)-4-((oxazol-4-ylmethoxy)methyl)benzamide CC1=C(C(=O)NC2(CC2)C2=C3C=CC(=NC3=CC(=C2)C=2C=NN(C2)C)C)C=CC(=C1)COCC=1N=COC1